5-[2-(trans-4-aminocyclohexyl)oxy-5-methylsulfonylphenyl]-1,3-dimethylpyridin-2-one N[C@@H]1CC[C@H](CC1)OC1=C(C=C(C=C1)S(=O)(=O)C)C=1C=C(C(N(C1)C)=O)C